(2s,3s,4r,5r)-5-(6-(benzylamino)-2-(5-(isopropylamino)pyridin-3-yl)-9H-purin-9-yl)-3,4-dihydroxy-N-methyltetrahydrofuran-2-carboxamide C(C1=CC=CC=C1)NC1=C2N=CN(C2=NC(=N1)C=1C=NC=C(C1)NC(C)C)[C@H]1[C@@H]([C@@H]([C@H](O1)C(=O)NC)O)O